C(C)(C)(C)[S@@](=O)N[C@H]1C=2C(=NC=C(C2)Cl)CC12CCN(CC2)C(=O)OC(C)(C)C tert-butyl (R)-5-(((R)-tert-butylsulfinyl)amino)-3-chloro-5,7-dihydrospiro[cyclopenta[b]pyridine-6,4'-piperidine]-1'-carboxylate